C12N(CC(NC1)CC2)C=2C1=C(N=C(N2)OC[C@@]23CCCN3C[C@H](C2)F)C(=C(N=C1)C=1C=C(C=C(C1C1CCC1)F)O)F 3-(4-(2,5-Diazabicyclo[2.2.2]octan-2-yl)-8-fluoro-2-(((2S,7aR)-2-fluorotetrahydro-1H-pyrrolizin-7a(5H)-yl)methoxy)pyrido[4,3-d]pyrimidin-7-yl)-4-cyclobutyl-5-fluorophenol